tert-butyl (6S,7S)-7-[[1-[3-(2,6-dibenzyloxy-3-pyridyl)-1-methyl-indazol-6-yl]-4-piperidyl]oxy]-6-methyl-2-azaspiro[3.5]nonane-2-carboxylate C(C1=CC=CC=C1)OC1=NC(=CC=C1C1=NN(C2=CC(=CC=C12)N1CCC(CC1)O[C@@H]1[C@H](CC2(CN(C2)C(=O)OC(C)(C)C)CC1)C)C)OCC1=CC=CC=C1